(cyclopropanecarbonyl)-4-((1-(trifluoromethyl)-1H-pyrazol-3-yl)oxy)pyrrolidin C1(CC1)C(=O)N1CCC(C1)OC1=NN(C=C1)C(F)(F)F